C(CCCCCCC\C=C/CCCCCCCC)S(=O)(=O)[O-].[Na+] sodium (Z)-octadec-9-ene-1-sulfonate